C(CCO[2H])O 1,3-propanediol-d